4-hydroxy-2,7-naphthalenedisulfonic acid OC1=CC(=CC2=CC(=CC=C12)S(=O)(=O)O)S(=O)(=O)O